trivinylhexane C(=C)C(CCCCC)(C=C)C=C